ClC1=C(C=CC=C1C1=C(C(=NC=C1)C1=CC(=C(C(=C1)C)CNC[C@@H](C)O)OC)Cl)C1=CC=C(C(=N1)OC)CNC[C@H]1CCC(N1)=O (R)-5-((((6-(2-chloro-3-(3-chloro-2-(4-((((R)-2-hydroxypropyl)amino)methyl)-3-methoxy-5-methylphenyl)pyridin-4-yl)phenyl)-2-methoxypyridin-3-yl)methyl)amino)methyl)pyrrolidin-2-one